O[C@@H]1[C@H](CS(C1)(=O)=O)NC(=O)C=1C=2C[C@H]3[C@@H](C2N(N1)C1=C(C=C(C=C1)F)F)C3 (1aS,5aS)-2-(2,4-Difluorophenyl)-1a,2,5,5a-tetrahydro-1H-2,3-diaza-cyclopropa[a]pentalene-4-carboxylic acid ((3R,4R)-4-hydroxy-1,1-dioxo-tetrahydro-1λ6-thiophen-3-yl)-amide